trineopentyl-methyl-ammonium fluoride [F-].C(C(C)(C)C)[N+](C)(CC(C)(C)C)CC(C)(C)C